O=C1NC(=NC2=C1CN(CCC2)C(=O)OC(C)(C)C)C2(CC2)C=2SC=CC2 tert-butyl 4-oxo-2-(1-(thiophen-2-yl)cyclopropyl)-3,4,5,7,8,9-hexahydro-6H-pyrimido[5,4-c]azepine-6-carboxylate